trans-N-(8-amino-6-(8-methylpyrido[2,3-b]pyrazin-7-yl)isoquinolin-3-yl)-2-cyanocyclopropane-1-carboxamide NC=1C=C(C=C2C=C(N=CC12)NC(=O)[C@H]1[C@@H](C1)C#N)C1=C(C=2C(=NC=CN2)N=C1)C